ClC=1C=C(C=CC1F)NC(N([C@H](C)C1=CNC(C2=CC=CC=C12)=O)CCC(=O)N(C)C)=O |r| Racemic-3-(3-(3-chloro-4-fluorophenyl)-1-(1-(1-oxo-1,2-dihydroisoquinolin-4-yl)ethyl)ureido)-N,N-dimethylpropanamide